(S)-1-(4-iodo-3,5-dimethoxyphenyl)propan-2-yl acetate C(C)(=O)O[C@H](CC1=CC(=C(C(=C1)OC)I)OC)C